6-((1S,4S)-2,5-diazabicyclo[2.2.1]heptan-2-yl)-N-(4-(cyclopropylmethoxy)-2,3-difluorophenyl)-7-fluoropyrido[3,2-d]pyrimidin-4-amine [C@@H]12N(C[C@@H](NC1)C2)C=2C(=CC=1N=CN=C(C1N2)NC2=C(C(=C(C=C2)OCC2CC2)F)F)F